N-(3-(4-(6-(4-fluoro-3-hydroxyphenyl)imidazo[2,1-b]thiazol-5-yl)pyrimidin-2-yl-amino)propyl)-4-methoxybenzenesulfonamide FC1=C(C=C(C=C1)C=1N=C2SC=CN2C1C1=NC(=NC=C1)NCCCNS(=O)(=O)C1=CC=C(C=C1)OC)O